CN1N=CC(=C1C)C(=O)N 1,5-dimethyl-1H-pyrazole-4-carboxamide